IC1=C(C=CC=C1)C(C)=O 2'-iodoacetophenone